cis-3-(difluoromethyl)-1-(6-(2-ethyl-2H-pyrazolo[3,4-b]pyridin-5-yl)thieno[2,3-b]pyridin-2-yl)cyclobutanol FC(C1CC(C1)(O)C1=CC=2C(=NC(=CC2)C2=CC=3C(N=C2)=NN(C3)CC)S1)F